1,2,3,4-Tetrahydroxycyclohexane OC1C(C(C(CC1)O)O)O